3-(oxetan-3-yl)propanal O1CC(C1)CCC=O